FC1=C(C(=O)NC(NCC=2N=CN(C2C)COCC[Si](C)(C)C)=O)C=CC(=C1)C(F)(F)F 2-Fluoro-N-(((5-methyl-1-((2-(trimethylsilyl)ethoxy)methyl)-1H-imidazol-4-yl)methyl)carbamoyl)-4-(trifluoromethyl)benzamide